C(C)(C)N1C(=NC=2N(C(N(C(C12)=O)CC#C)=O)CCCCP(OCC)(OCC)=O)CCC1=C(C=CC=C1)C Diethyl (4-(7-isopropyl-8-(2-methylphenethyl)-2,6-dioxo-1-(prop-2-yn-1-yl)-1,2,6,7-tetrahydro-3H-purin-3-yl)butyl)phosphonate